2-[5-(Difluoromethyl)-1,3,4-oxadiazol-2-yl]-N-(2,4-dimethoxybenzyl)-5-nitrobenzene-sulphonamide FC(C1=NN=C(O1)C1=C(C=C(C=C1)[N+](=O)[O-])S(=O)(=O)NCC1=C(C=C(C=C1)OC)OC)F